COC=1C=CC(=C(CC2N(CCC(C2)N)C)C1)OCC1=CC=C(C=C1)F (5-methoxy-2-((4-fluorobenzyl)oxy)benzyl)-1-methylpiperidin-4-amine